5-carboethoxypentyl-N,N'-bis-(2-(4-methoxybenzylthio)-2-methylpropyl)-ethylenediamine C(=O)(OCC)CCCCCN(CCNCC(C)(C)SCC1=CC=C(C=C1)OC)CC(C)(SCC1=CC=C(C=C1)OC)C